C(C)(C)N1C(=NC2=NC=C(C=C21)C2=CNC=1N=C(N=CC12)NC1CCN(CC1)C)C 5-(1-isopropyl-2-methyl-1H-imidazo[4,5-b]pyridin-6-yl)-N-(1-methylpiperidin-4-yl)-7H-pyrrolo[2,3-d]pyrimidin-2-amine